CCCN(CCC)C[C@H]1CCCCN1CCNC(=O)N2C3=CC=CC=C3C(=O)NC4=C2N=CC=C4 The molecule is a pyridobenzodiazepine that acts as a selective antagonist of the muscarinic acetylcholine receptors. It has a role as a muscarinic antagonist. It is a pyridobenzodiazepine, a member of ureas, a member of piperidines and a tertiary amino compound.